OC(CCCCCCCCC(=O)O)CCC(CC)O 10,13-Dihydroxypentadecanoic acid